C(C)(C)(C)C1=NOC(=N1)C12CC(C1)C2 3-(3-tert-Butyl-1,2,4-oxadiazol-5-yl)bicyclo[1.1.1]pentane